5-(5-(4-(1H-1,2,3-Triazol-5-yl)piperidin-1-yl)-1,3,4-oxadiazol-2-yl)-N-(5-fluoro-2,3-dihydro-1H-inden-2-yl)pyrimidin-2-amine N1N=NC=C1C1CCN(CC1)C1=NN=C(O1)C=1C=NC(=NC1)NC1CC2=CC=C(C=C2C1)F